C1(=CC=CC=C1)[C@H](C)NC(=O)N1[C@H](CCC1)C(=O)NC=1SC=CN1 (R)-N1-((S)-1-Phenylethyl)-N2-(thiazol-2-yl)pyrrolidine-1,2-dicarboxamide